5-Bromo-2-(3-(dimethylamino)-3-methylazetidin-1-yl)nicotinonitrile BrC=1C=NC(=C(C#N)C1)N1CC(C1)(C)N(C)C